3-(2-chlorophenyl)-4,5,6,7-tetrahydro-1H-indazole-6-carboxylic acid methyl ester COC(=O)C1CCC=2C(=NNC2C1)C1=C(C=CC=C1)Cl